NC1=C2N=CN(C2=NC(=N1)F)[C@H]1C[C@@H]([C@@](O1)(C#C)CO[P@](=O)(OC1=CC=CC=C1)N[C@@H](CC1=CC=CC=C1)C(=O)OCCCCCCCCCCCCCC)O tetradecyl ((S)-(((2R,3S,5R)-5-(6-amino-2-fluoro-9H-purin-9-yl)-2-ethynyl-3-hydroxytetra-hydrofuran-2-yl)methoxy)(phenoxy)phosphoryl)-L-phenylalaninate